2-(3-((2-ethylhexyl)oxy)-5-pentadecylphenoxy)ethyl methanesulfonate CS(=O)(=O)OCCOC1=CC(=CC(=C1)CCCCCCCCCCCCCCC)OCC(CCCC)CC